C(C1=CC=CC=C1)OC(=O)N1CC2N(CC1)S(OC2)(=O)=O 1,1-dioxo-tetrahydro-[1,2,3]oxathiazolo[3,4-a]pyrazine-5(3H)-carboxylic acid benzyl ester